O1CCN(CC1)CCOC([C@@H](NP(=O)(OC1=CC=CC=C1)OC1=CC=C(C=C1)[N+](=O)[O-])C)=O ((4-Nitrophenoxy)(phenoxy)phosphoryl)-L-alanine 2-morpholinoethyl ester